13-Octadecadienylacetate C=CC=CCCCCCCCCC(CCCCC)CC(=O)[O-]